C1(=CC=CC=C1)C1=CN=CO1 5-Phenyl-1,3-oxazol